C(#N)C=1C=C(C=CC1)C=1N=C(SC1)NN 4-(3-cyanophenyl)-2-hydrazinothiazole